[3-(trifluoromethyl)phenyl]magnesium bromide FC(C=1C=C(C=CC1)[Mg]Br)(F)F